BrC=1SCCC1 2-bromo-4,5-dihydrothiophene